NC1=C2C([C@@]3([C@@](OC4=C3C=CC(=C4)[C@H](C)C4CC4)(C2=CC=C1)O)NC(=O)C=1NC(N(C1C)C)=O)=O N-((4bS,9bS)-1-amino-7-((R)-1-cyclopropylethyl)-4b-hydroxy-10-oxo-9b,10-dihydro-4bH-indeno[1,2-b]benzofuran-9b-yl)-1,5-dimethyl-2-oxo-2,3-dihydro-1H-imidazole-4-carboxamide